(P)-6-(BENZYLTHIO)-1-(5-FLUORO-2-METHOXY-4-(3,3,3-TRIFLUOROPROP-1-EN-2-YL)PHENYL)QUINOLIN-2(1H)-ONE C(C1=CC=CC=C1)SC=1C=C2C=CC(N(C2=CC1)C1=C(C=C(C(=C1)F)C(=C)C(F)(F)F)OC)=O